4-((3-(3-cyanoazetidine-1-carbonyl)-10-methoxy-5,6-dihydrobenzo[d]thieno[3,4-b]oxepin-9-yl)amino)-6-(cyclopropanecarboxamido)-N-(methyl-d3)pyridazine-3-carboxamide C(#N)C1CN(C1)C(=O)C=1SC=C2C1OCCC1=C2C(=C(C=C1)NC1=C(N=NC(=C1)NC(=O)C1CC1)C(=O)NC([2H])([2H])[2H])OC